ClC1=CC=C(C=C1)C(C(N1CCC2=CC=C(C=C12)OC(F)(F)F)=O)NC=1C=C(OCC23CC(C2)(C3)C(=O)OC)C=C(C1)OC methyl 3-((3-((1-(4-chlorophenyl)-2-oxo-2-(6-(trifluoromethoxy)indolin-1-yl)ethyl)amino)-5-methoxyphenoxy)methyl)bicyclo[1.1.1]pentane-1-carboxylate